1-(3-(3,5-Dimethylisoxazol-4-yl)-5-hydroxybenzyl)-N-(prop-2-yn-1-yl)piperidine-4-carboxamide CC1=NOC(=C1C=1C=C(CN2CCC(CC2)C(=O)NCC#C)C=C(C1)O)C